CC(=CCO)CC(C)C 3,5-dimethylhex-2-ene-1-ol